BrC1=NC=C(C=C1O)Br 2,5-dibromopyridin-3-ol